C(C)OC(=O)C=1N=COC1C1=NN(C=C1)C.C1(=CC=CC=C1)C1=NC=C(C=C1)B1OC(C(O1)(C)C)(C)C 2-phenyl-5-(4,4,5,5-tetramethyl-1,3,2-dioxaborolan-2-yl)pyridine Ethyl-5-(1-methyl-1H-pyrazol-3-yl)-1,3-oxazole-4-carboxylate